N(=[N+]=[N-])C(=O)OC1=CC=CC=C1 phenyl azidoformate